COC1=C(C=C(C=C1)C=1N=C2N(C(C1)=O)C=C(C=C2)N2CCNCC2)C(F)(F)F 2-[4-Methoxy-3-(trifluoromethyl)phenyl]-7-(piperazin-1-yl)-4H-pyrido[1,2-a]pyrimidin-4-one